propyl 4-(methyl((1R,4R)-4-((N-methylsulfamoyl)methyl)cyclohexyl)amino)-1H-pyrrolo[2,3-b]pyridine-5-carboxylate CN(C1=C2C(=NC=C1C(=O)OCCC)NC=C2)C2CCC(CC2)CS(NC)(=O)=O